C(=O)C1=CC(=C(OCC2=CC=C(C(=O)N(C)C)C=C2)C=C1)OC 4-((4-Formyl-2-methoxyphenoxy)methyl)-N,N-di-methylbenzamide